C(C)(=O)N1CCN(CC1)CCN1N=CC(=C1C(=O)NC1=NC=C(C=C1C)C#CC1=CC=CC=C1)Cl 1-(2-(4-acetylpiperazin-1-yl)ethyl)-4-chloro-N-(3-methyl-5-(phenylethynyl)pyridin-2-yl)-1H-pyrazole-5-carboxamide